FC1=C(C=CC(=C1)F)N1N=NC(=C1)[C@H](CC)N1C=C(C2=C1N=CN=C2N)C=2C=NC(=NC2)C(F)(F)F 7-{(1S)-1-[1-(2,4-difluorophenyl)-1H-1,2,3-triazol-4-yl]propyl}-5-[2-(trifluoromethyl)pyrimidin-5-yl]-7H-pyrrolo[2,3-d]pyrimidin-4-amine